FC1=CN=C2N1N=C(C=C2[C@@H]2[C@H](C2)C(C)C)N2C(NC(C=C2)=O)=O (3-fluoro-8-((1s,2r)-2-isopropylcyclopropyl)imidazo[1,2-b]pyridazin-6-yl)pyrimidine-2,4(1h,3h)-dione